(2R,5S)-4-(1-(4-fluoro-2-isopropylpyridin-3-yl)-2-carbonyl-1,2,5,6,7,8-hexahydropyrido[3,4-d]pyrimidin-4-yl)-2,5-dimethylpiperazine-1-carboxylic acid FC1=C(C(=NC=C1)C(C)C)N1C(N=C(C2=C1CNCC2)N2C[C@H](N(C[C@@H]2C)C(=O)O)C)=C=O